{3-[4-(benzyloxy)-2-methyl-1,3-thiazol-5-yl]-4-fluorophenyl}methanol C(C1=CC=CC=C1)OC=1N=C(SC1C=1C=C(C=CC1F)CO)C